(R)-3-(3-(N-methyl-isobutyrylamino)benzamido)pyrrolidine-1-carboxylic acid tert-butyl ester C(C)(C)(C)OC(=O)N1C[C@@H](CC1)NC(C1=CC(=CC=C1)N(C)C(C(C)C)=O)=O